4-(6-(7-Cyanopyrazolo[1,5-a]pyridin-4-yl)-8-(trifluoromethyl)-5,6,7,8-tetrahydro-1,6-naphthyridin-2-yl)piperazine-1-carboxylic acid tert-butyl ester C(C)(C)(C)OC(=O)N1CCN(CC1)C1=NC=2C(CN(CC2C=C1)C=1C=2N(C(=CC1)C#N)N=CC2)C(F)(F)F